methyl 6-hydroxy-4-methoxypicolinate OC1=CC(=CC(=N1)C(=O)OC)OC